Methyl 5-(2-((2-chlorophenyl)amino)-6-methylpyridin-3-yl)-1-methyl-1H-imidazole-4-carboxylate ClC1=C(C=CC=C1)NC1=NC(=CC=C1C1=C(N=CN1C)C(=O)OC)C